3'-tert-butoxy-2-(2'-tert-butoxyvinyl)-1,1'-biphenyl C(C)(C)(C)OC=1C=C(C=CC1)C1=C(C=CC=C1)C=COC(C)(C)C